NC(C[C@H](C(=O)N[C@H](CCC(=O)OC1=CC=2C(=C3C(=NC2C=C1)C1=CC2=C(C(N1C3)=O)COC([C@]2(O)CC)=O)CC)C)NC(CCC)=O)=O (S)-4,11-diethyl-4-hydroxy-3,14-dioxo-3,4,12,14-tetrahydro-1H-pyrano[3',4':6,7]indolizino[1,2-b]quinolin-9-yl (S)-4-((R)-4-amino-2-butyramido-4-oxobutanamido)pentanoate